(R)-5-(5-(3-aminopiperidine-1-carbonyl)-7-methoxy-1-methyl-1H-benzo[d]imidazol-2-yl)-1H-pyrrolo[1,2,3-de]quinoxalin-2(3H)-one N[C@H]1CN(CCC1)C(=O)C1=CC2=C(N(C(=N2)C2=CC=3C=4N2CC(NC4C=CC3)=O)C)C(=C1)OC